(S)-2-methylazepine-1,2-dicarboxylic acid 1-benzyl 2-methyl ester COC(=O)[C@]1(N(C=CC=CC1)C(=O)OCC1=CC=CC=C1)C